N[C@@H]1C2=CC=CC=C2CC12CCN(CC2)C=2C(=NC(=C(N2)C)C=2C(=NC=CC2)C(F)(F)F)C(=O)OCC (S)-ethyl 3-(1-amino-1,3-dihydrospiro[indene-2,4'-piperidin]-1'-yl)-5-methyl-6-(2-(trifluoromethyl) pyridin-3-yl)pyrazine-2-carboxylate